ClC[C@@H](COC1=C(C=C(C=C1Cl)C(C)(C)C1=CC=C(C=C1)OC[C@H](COC)O)Cl)O (R)-1-chloro-3-(2,6-dichloro-4-(2-(4-((S)-2-hydroxy-3-methoxypropoxy)phenyl)propan-2-yl)phenoxy)propan-2-ol